N-(4-(1-(1-aminocyclopentane-1-carbonyl)-1,2,3,6-tetrahydropyridin-4-yl)phenyl)-3-fluoro-5,7-dihydro-6H-pyrrolo[3,4-b]pyridine-6-carboxamide hydrochloride Cl.NC1(CCCC1)C(=O)N1CCC(=CC1)C1=CC=C(C=C1)NC(=O)N1CC2=NC=C(C=C2C1)F